3-(azetidin-1-yl)-4-[(6R)-2,2-difluoro-7-[(5-methoxy-7-methyl-1H-indol-4-yl)methyl]-7-azaspiro[3.5]nonan-6-yl]benzoic acid N1(CCC1)C=1C=C(C(=O)O)C=CC1[C@H]1CC2(CC(C2)(F)F)CCN1CC1=C2C=CNC2=C(C=C1OC)C